4-(1-Ethyl-piperidin-3-yl)-N-[6-methyl-5-(4-pyridin-3-yl-pyrimidin-2-ylamino)-pyridin-3-yl]-benzamide C(C)N1CC(CCC1)C1=CC=C(C(=O)NC=2C=NC(=C(C2)NC2=NC=CC(=N2)C=2C=NC=CC2)C)C=C1